7-(5-((4-chloro-2-fluorophenyl)amino)-1-(hydroxymethyl)-1H-pyrrolo[2,3-b]pyridin-6-yl)-2,5-dimethyl-2,5-dihydro-4H-pyrazolo[4,3-c]pyridin-4-one ClC1=CC(=C(C=C1)NC=1C=C2C(=NC1C=1C=3C(C(N(C1)C)=O)=CN(N3)C)N(C=C2)CO)F